1-((2-chlorothiazol-5-yl)methyl)-7-methyl-8-nitro-2,3-dihydro-imidazo[1,2-a]pyridin-5(1H)-one ClC=1SC(=CN1)CN1CCN2C1=C(C(=CC2=O)C)[N+](=O)[O-]